C(C)(C)(C)C1=NC=C(C(=N1)OC1=C(C(=C(C(=C1[2H])[2H])[2H])[2H])[2H])C(=O)NC(C)C=CS(=O)(=O)C 2-(tert-butyl)-N-(4-(methylsulfonyl)but-3-en-2-yl)-4-(phenoxy-d5)pyrimidine-5-carboxamide